3-methyl-N-(3-(trifluoromethyl)phenyl)indoline-6-carboxamide CC1CNC2=CC(=CC=C12)C(=O)NC1=CC(=CC=C1)C(F)(F)F